COC(=O)N1C(C2=CC(=C(C=C2CC1)OC)OC)CCC1=CNC2=CC=CC=C12 methyl-1-(2-(1H-indol-3-yl)ethyl)-6,7-dimethoxy-3,4-dihydroisoquinoline-2(1H)-carboxylate